1-naphthyl-phosphate C1(=CC=CC2=CC=CC=C12)OP(=O)([O-])[O-]